3-chloro-N-(2,2,3,3,4,4,4-Heptafluorobutyl)pyridinamide ClC=1C(=NC=CC1)C(=O)NCC(C(C(F)(F)F)(F)F)(F)F